FC1=C(C(=CC=C1C=1C(NCC1)C)O)N1CC(NS1(=O)=O)=O 5-(2-fluoro-6-hydroxy-3-(2-methyl-2,5-dihydro-1H-pyrrol-3-yl)phenyl)-1,2,5-thiadiazolidin-3-one 1,1-dioxide